8-(bicyclo[3.1.0]hex-3-yl)-2-(methylsulfinyl)-7-oxo-7,8-dihydropyrido[2,3-d]pyrimidine-6-carbonitrile C12CC(CC2C1)N1C(C(=CC2=C1N=C(N=C2)S(=O)C)C#N)=O